2-((diphenyl-phosphono)thio)succinic acid C1(=CC=CC=C1)OP(=O)(OC1=CC=CC=C1)SC(C(=O)O)CC(=O)O